BrC1=C(C(=C(C=C1)CCC1=C(C(=C(C=C1)Br)Br)Br)Br)Br 1,2-bis(tribromophenyl)ethane